(4-(5-(2-fluoro-3-methylphenyl)-6-methoxy-1H-pyrazolo[4,3-b]pyridin-3-yl)-1H-pyrazol-1-yl)-N,N-dimethylazetidine-1-carboxamide FC1=C(C=CC=C1C)C1=C(C=C2C(=N1)C(=NN2)C=2C=NN(C2)C2N(CC2)C(=O)N(C)C)OC